tetrakisdimethylaminotin (IV) CN(C)[Sn](N(C)C)(N(C)C)N(C)C